COC=1C(=CC2=C(N=C(O2)SCC2=CC=C(C=C2)C(F)(F)F)C1)OC 5,6-dimethoxy-2-((4-(trifluoromethyl)benzyl)thio)benzo[d]oxazole